ClC1=CC(=C(C=C1)C1=CC(=NC(=C1)C1CC1)C=1OC2=C(N1)C=C(C=C2)C=O)C2=NN=CN2C 2-{4-[4-Chloro-2-(4-methyl-1,2,4-triazol-3-yl)phenyl]-6-cyclopropylpyridin-2-yl}-1,3-benzoxazole-5-carbaldehyde